ClC=1C(=NC(=NC1)NC1=C(C=CC=C1F)S(=O)(=O)N)C=1C=NN(C1)CC(C)(C)O ((5-chloro-4-(1-(2-hydroxy-2-methylpropyl)-1H-pyrazol-4-yl)pyrimidin-2-yl)amino)-3-fluorobenzenesulfonamide